3,3-dimethylaminoacrylonitrile CNC(=CC#N)NC